4-(2-fluoroethoxy)isoxazole-3-carboxamide FCCOC=1C(=NOC1)C(=O)N